2-methyl-6-(trifluoromethoxy)quinazolin-4-ol CC1=NC2=CC=C(C=C2C(=N1)O)OC(F)(F)F